[3-Hydroxy-4-[(E)-3-(4-methoxyphenyl)prop-2-enoyl]phenyl] hexanoate C(CCCCC)(=O)OC1=CC(=C(C=C1)C(\C=C\C1=CC=C(C=C1)OC)=O)O